N1=NC(=CC=C1)NC(=O)N1CCC(CC1)=CC1=CC(=CC=C1)OC1=NC=C(C=C1)C(F)(F)F N-pyridazin-3-yl-4-(3-{[5-(trifluoromethyl)pyridin-2-yl]oxy}benzylidene)piperidine-1-carboxamide